BrC=1N=C(N(C1)C(C)C)C 4-bromo-1-isopropyl-2-methyl-imidazole